2-{[3-(1-cyanocyclopropyl)phenyl]amino}-4-[(1-oxo-1,2,3,4-tetrahydroisoquinolin-5-yl)amino]pyrimidine-5-carboxamide C(#N)C1(CC1)C=1C=C(C=CC1)NC1=NC=C(C(=N1)NC1=C2CCNC(C2=CC=C1)=O)C(=O)N